rac-(3R)-3-{4-[4-(2-{6-[4-(2-fluorophenyl)-1-[6-(2-hydroxyphenyl)pyridazin-4-yl]piperidine-4-carbonyl]-2,6-diazaspiro[3.3]heptan-2-yl}ethyl)piperidin-1-yl]phenyl}piperidine-2,6-dione FC1=C(C=CC=C1)C1(CCN(CC1)C1=CN=NC(=C1)C1=C(C=CC=C1)O)C(=O)N1CC2(CN(C2)CCC2CCN(CC2)C2=CC=C(C=C2)[C@@H]2C(NC(CC2)=O)=O)C1 |r|